C[C@]12C3CC[C@@]4(C(=CCC4C3CC=C2C[C@H](CC1)NC(=O)N1CC=NC=C1)N1C=NC(=C1)C)C N-((3S,10R,13S)-10,13-dimethyl-17-(4-methyl-1H-imidazol-1-yl)-2,3,4,7,8,9,10,11,12,13,14,15-dodecahydro-1H-cyclopenta[a]phenanthren-3-yl)pyrazine-4-carboxamide